4-Cyclobutyl-1-((4-nitrophenyl)sulfonyl)piperidine C1(CCC1)C1CCN(CC1)S(=O)(=O)C1=CC=C(C=C1)[N+](=O)[O-]